C(C)(C)(C)OC(=O)N1CC=2N(CC1)N=C(N2)C=2C(=C(C=CC2)NC2=CN=NC(=C2)NC(=O)C2CC2)OC.[Zn+2] zinc (2+) 4-((3-(7-(tert-butoxycarbonyl)-5,6,7,8-tetrahydro-[1,2,4]triazolo[1,5-a]pyrazin-2-yl)-2-methoxyphenyl)amino)-6-(cyclopropanecarboxamido)pyridazine